3-methyl-4-(naphthalen-2-yl)-2-butanone O-methyl oxime CON=C(C)C(CC1=CC2=CC=CC=C2C=C1)C